BrC=1C=C2C=NNC(C2=C(C1)O[C@H](C(F)(F)F)C)=O (S)-6-Bromo-8-((1,1,1-trifluoropropan-2-yl)oxy)phthalazin-1(2H)-one